CCOC(=O)CC1CCCCC1=O ethyl-2-cyclohexanone acetate